(4-fluorobenzylamino)-1-methylpiperidine FC1=CC=C(CNC2N(CCCC2)C)C=C1